C1N(CC12CCNCC2)N2CN=CC1=CC=C(C=C21)CC(F)(F)F 1-(2,7-diazaspiro[3.5]non-2-yl)-7-(2,2,2-trifluoroethyl)quinazoline